2-(2,6-dioxopiperidin-3-yl)-6-(piperidin-4-yl)-6,7-dihydropyrrolo[3,4-f]isoindole-1,3(2H,5H)-dione O=C1NC(CCC1N1C(C2=CC=3CN(CC3C=C2C1=O)C1CCNCC1)=O)=O